ClC1=C(C=CC=C1)[C@@H]1[C@@H](CCCC1)N(C([O-])=O)C(CC)O 1-(2-chlorophenyl)-(R)-1-hydroxypropyl-(R)-2-cyclohexylcarbamate